BrCCN1C(=NC=C1[N+](=O)[O-])C 1-(2-bromoethyl)-2-methyl-5-nitro-1H-imidazole